C(=O)(OC(C)(C)C)N1C[C@H](OCC1)CCC1=NSC(N1)=O (R)-N-Boc-2-(2-(5-oxo-4,5-dihydro-1,2,4-thiadiazol-3-yl)ethyl)morpholine